2-[[2-[2-(difluoromethoxy)-3-pyridyl]pyrrolo[3,2-d]pyrimidin-5-yl]methoxy]ethyl-trimethyl-silane FC(OC1=NC=CC=C1C=1N=CC2=C(N1)C=CN2COCC[Si](C)(C)C)F